7-[[6-(trifluoromethyl)-3-pyridyl]methyl]-2,7-diazaspiro[3.5]nonane FC(C1=CC=C(C=N1)CN1CCC2(CNC2)CC1)(F)F